4-(Trifluoromethanesulfonyloxy)-2,5-dihydrofuran-3-carboxylic acid methyl ester COC(=O)C=1COCC1OS(=O)(=O)C(F)(F)F